Cl.ClC=1C=C(N)C=CC1C 3-chloro-4-methylaniline hydrochloride